2-(3-(1-(2,2-dimethoxyethyl)piperidin-4-yl)-1H-pyrrolo[2,3-c]pyridin-1-yl)-5-fluoro-N-isopropyl-N-methylbenzamide COC(CN1CCC(CC1)C1=CN(C2=CN=CC=C21)C2=C(C(=O)N(C)C(C)C)C=C(C=C2)F)OC